6,7-difluoro-5-((4-fluoro-2-methoxy-5-nitrophenoxy)methyl)-2,3-dihydrobenzo[b][1,4]dioxine FC1=C(C2=C(OCCO2)C=C1F)COC1=C(C=C(C(=C1)[N+](=O)[O-])F)OC